FC(C=1N(C(=NN1)[C@@H]1[C@@H]2[C@H](CN1C1=NC(=CC(=C1)C(F)(F)F)C)CCC2)C=2C=C(C=CC2)C)F (3S,3aS,6aR)-3-(5-(difluoromethyl)-4-(m-tolyl)-4H-1,2,4-triazol-3-yl)-2-(6-methyl-4-(trifluoromethyl)pyridin-2-yl)hexahydrocyclopenta[c]pyrrole